(S)-N-(2-(2-(1-(azetidin-3-ylmethyl)piperidin-4-yl)-2-fluoroethyl)-6-morpholino-1-oxoisoindolin-5-yl)pyrazolo[1,5-a]pyrimidine-3-carboxamide trifluoroacetate FC(C(=O)O)(F)F.N1CC(C1)CN1CCC(CC1)[C@@H](CN1C(C2=CC(=C(C=C2C1)NC(=O)C=1C=NN2C1N=CC=C2)N2CCOCC2)=O)F